BrC1=C(C(=C(OC(C)OC2=C(C(=C(C=C2)Br)Br)Br)C=C1)Br)Br bis-(tribromophenoxy)ethane